C(C1=CC=CC=C1)OC([C@@H](NC([C@H](CCN(C(CO)=O)[C@H](C(C)(C)C)C=1N(C=C(C1)C1=C(C=CC(=C1)F)F)CC1=CC=CC=C1)N)=O)C(CC(=O)OCC1=CC=CC=C1)C([C@@H](N)C)=O)=O Dibenzyl-N-{(2S)-2-amino-4-[{(1R)-1-[1-benzyl-4-(2,5-difluorophenyl)-1H-pyrrol-2-yl]-2,2-dimethylpropyl} (glycoloyl)amino]butanoyl}-beta-alanyl-L-glutamat